FC1=CC=C(C=C1)CC(=O)NC1=NC=CC(=C1)C1=CC=2C(N(C=CC2N1)C)=O 2-(4-fluorophenyl)-N-[4-(5-methyl-4-oxo-4,5-dihydro-1H-pyrrolo[3,2-c]pyridin-2-yl)pyridin-2-yl]acetamide